CC1=NC(=CC(=C1)C=1NC2=CC(=CC=C2C1C)C1=CC(=C(NC2CCN(CC2)C(=O)OC(C)(C)C)C=C1)[N+](=O)[O-])C tert-butyl 4-[4-[2-(2,6-dimethyl-4-pyridyl)-3-methyl-1H-indol-6-yl]-2-nitro-anilino]piperidine-1-carboxylate